OCCOCCOCCOCCOCCCC1=NC(=CC(=C1)C=1C(=CC(=NC1)[C@H](C)NC(OC(C)(C)C)=O)C)C(F)(F)F tertbutyl N-[(1S)-1-[5-[2-[3-[2-[2-[2-(2-hydroxyethoxy)ethoxy]ethoxy]ethoxy]propyl]-6-(trifluoromethyl)-4-pyridyl]-4-methyl-2-pyridyl]ethyl]carbamate